bis(triphenylphosphine) europium (III) chloride [Cl-].[Eu+3].C1(=CC=CC=C1)P(C1=CC=CC=C1)C1=CC=CC=C1.C1(=CC=CC=C1)P(C1=CC=CC=C1)C1=CC=CC=C1.[Cl-].[Cl-]